C(C)(C)(C)C1CN(CCC12CC(C(C(C2)=O)C2=C(C=C(C=C2C)Br)C)=O)C(=O)OCCC2=C(C=CC(=C2)Br)CN 2-(2-(aminomethyl)-5-bromophenyl)ethanol tert-butyl-9-(4-bromo-2,6-dimethyl-phenyl)-8,10-dioxo-3-azaspiro[5.5]undecane-3-carboxylate